C(CCCCCC)OC1=CC=C(C=C1)C1=CC=C(C=C1)C#N 4'-heptyloxy-4-biphenyl-carbonitrile